C[N+](CCCCCCCCCCCCCC)(C)[O-] N,N-dimethyl-N-tetradecyl-amine oxide